C[C@H]1N(CCOC1)C=1C(N(C=C(N1)C1=C2C(=NC=C1)NC=C2)C(CC)S(=O)(=O)C)=O 3-((R)-3-Methylmorpholinyl)-1-(1-(methylsulfonyl)propyl)-5-(1H-pyrrolo[2,3-b]pyridin-4-yl)pyrazin-2(1H)-one